[1,2,3]oxathiazin-4(3H)-one 2,2-dioxide O1S(NC(C=C1)=O)(=O)=O